5-((4-chlorobenzyl)oxy)-7-fluoro-2-methyl-3,4-dihydroisoquinolin-1-one ClC1=CC=C(COC2=C3CCN(C(C3=CC(=C2)F)=O)C)C=C1